1-(4-((3-chloro-1H-pyrrolo[2,3-b]pyridin-4-yl)oxy)-2-methylphenyl)-3-(4-((4-methylpiperazin-1-yl)methyl)-3-(trifluoromethyl)phenyl)urea ClC1=CNC2=NC=CC(=C21)OC2=CC(=C(C=C2)NC(=O)NC2=CC(=C(C=C2)CN2CCN(CC2)C)C(F)(F)F)C